6-methoxy-4-methyl-7-(4,4,5,5-tetramethyl-1,3,2-dioxaborolan-2-yl)-2H-benzo[b][1,4]Oxazine-3(4H)-one COC1=CC2=C(OCC(N2C)=O)C=C1B1OC(C(O1)(C)C)(C)C